4-[5-[(1S)-2-amino-1-hydroxyethyl]pyridin-2-yl]-3-(2-methyl-5-pyrrolidin-1-ylpyrazol-3-yl)oxybenzonitrile NC[C@@H](O)C=1C=CC(=NC1)C1=C(C=C(C#N)C=C1)OC=1N(N=C(C1)N1CCCC1)C